C(=CC(C)C)NCC=1C(NC(N([C@H]2[C@H](O)[C@H](O)[C@@H](CO)O2)C1)=O)=O 5-(iso-pentenylaminomethyl)uridine